7-(6-chloropyrazin-2-yl)-2-(2,5-dimethyl-1H-pyrrol-1-yl)-8-methyl-[1,2,4]triazolo[1,5-a]pyridine ClC1=CN=CC(=N1)C1=C(C=2N(C=C1)N=C(N2)N2C(=CC=C2C)C)C